methyl 2-[4-[4-[trans-(4-aminocyclohexyl)amino]-3-[N'-(2-chloro-5-fluoro-phenyl)carbamimidoyl]pyrrolo[1,2-b]pyridazin-6-yl]-3-methyl-phenoxy]acetate formic acid salt C(=O)O.N[C@@H]1CC[C@H](CC1)NC=1C=2N(N=CC1C(N)=NC1=C(C=CC(=C1)F)Cl)C=C(C2)C2=C(C=C(OCC(=O)OC)C=C2)C